3-(3,6-difluorophenoxy)-N-(3-(S-methylsulfonimidoyl)phenyl)-6-(trifluoromethyl)pyridazine-4-carboxamide FC=1C=C(OC=2N=NC(=CC2C(=O)NC2=CC(=CC=C2)S(=O)(=N)C)C(F)(F)F)C(=CC1)F